FC=1C(=CC(=NC1C)C=1OC(=NN1)C1=NC=C(C=C1)F)C=1C=NSC1 2-(5-fluoro-4-(isothiazol-4-yl)-6-methylpyridin-2-yl)-5-(5-fluoropyridin-2-yl)-1,3,4-oxadiazole